tert-Butyl (3R,5S)-4-(2-((4-bromopyridin-2-yl)oxy)ethyl)-3,5-dimethylpiperazine-1-carboxylate BrC1=CC(=NC=C1)OCCN1[C@@H](CN(C[C@@H]1C)C(=O)OC(C)(C)C)C